5,10-dimethyltetrahydrofolate CN1C=2C(NC(=NC2NCC1CN(C1=CC=C(C(N[C@@H](CCC(=O)[O-])C(=O)O)=O)C=C1)C)N)=O